1-(4-amino-5-(3-chloro-1H-pyrrolo[2,3-b]pyridin-2-yl)-9,9-dimethyl-8,9-dihydropyrazino[1',2':1,5]pyrrolo[2,3-d]pyrimidin-7(6H)-yl)-2-methylpropan-1-one NC=1C2=C(N=CN1)N1C(=C2C2=C(C=3C(=NC=CC3)N2)Cl)CN(CC1(C)C)C(C(C)C)=O